FC1=CC=C(C=C1)C1=C(C(N(C(=C1)C1=NC=CC=C1C)CC=1C=NC=CC1)=O)C#N 4-(4-fluorophenyl)-1,2-dihydro-6-(3-methylpyridin-2-yl)-2-oxo-1-((pyridin-3-yl)methyl)pyridine-3-carbonitrile